1-{4-[7-(aminocarbonyl)-2H-indazol-2-yl]benzyl}-4-[(methylamino)carbonyl]piperazin-1-ium trifluoroacetate FC(C(=O)[O-])(F)F.NC(=O)C1=CC=CC2=CN(N=C12)C1=CC=C(C[NH+]2CCN(CC2)C(=O)NC)C=C1